N1=NC=C2N1CCN=C2 6,7-dihydro-[1,2,3]triazolo[1,5-a]pyrazin